CC1=C(C=C(C=C1)NC(C1=CN=CC(=C1)C(F)(F)F)=O)N1CC2=C(N=C(N=C2)NCC=2C=NC=CC2)C2(C1=O)CC2 N-(4-methyl-3-(7'-oxo-2'-((pyridin-3-ylmethyl)amino)-5'H-spiro[cyclopropane-1,8'-pyrido[4,3-d]pyrimidine]-6'(7'H)-yl)phenyl)-5-(trifluoromethyl)nicotinamide